i-Butyldimethyl-silyl chloride C(C(C)C)[Si](C)(C)Cl